glycidoxymethyl-tributoxysilane C(C1CO1)OC[Si](OCCCC)(OCCCC)OCCCC